C12CN(CC(CC1)N2)C=2C1=C(N=C(N2)OCC23CCCN3CC(C2)=CCC(C)C)C(=C(N=C1)C1=CC(=CC2=CC=CC(=C12)C#C)O)F 4-(4-(3,8-diazabicyclo[3.2.1]octan-3-yl)-8-fluoro-2-((2-(3-methylbutylidene)-tetrahydro-1H-pyrrolizin-7a(5H)-yl)methoxy)pyrido[4,3-d]pyrimidin-7-yl)-5-ethynylnaphthalen-2-ol